N1(CCOCC1)C(=S)SC1=CC=C(C=C1)OC1=CC=CC=C1 4-Phenoxyphenyl morpholine-4-carbodithioate